N-isopropyl-acrylic Amide C(C)(C)NC(C=C)=O